O1BCCC1 1,2-oxaborolane